2-(N-(3-chloro-4-(cyclopropylmethoxy)phenyl)propiolamido)-3,3-dimethyl-N-(pyrimidin-5-yl)butanamide ClC=1C=C(C=CC1OCC1CC1)N(C(C#C)=O)C(C(=O)NC=1C=NC=NC1)C(C)(C)C